(R)-2-(5-Isopropyl-8-oxothiazolo[5',4':4,5]pyrrolo[1,2-d][1,2,4]triazin-7(8H)-yl)-N-(1-methylpiperidin-3-yl)acetamide C(C)(C)C1=NN(C(C=2N1C1=C(C2)SC=N1)=O)CC(=O)N[C@H]1CN(CCC1)C